catechol diacetate C(C)(=O)OC=1C(OC(C)=O)=CC=CC1